C1(CC1)CNCCO 2-((cyclopropylmethyl)amino)ethane-1-ol